C(CCC)N(C1CC(N(C(C1)(C)C)C)(C)C)C1=NC(=NC(=N1)N(CCCC)C1CC(N(C(C1)(C)C)C)(C)C)NCCCN(CCN(CCCNC1=NC(=NC(=N1)N(CCCC)C1CC(N(C(C1)(C)C)C)(C)C)N(CCCC)C1CC(N(C(C1)(C)C)C)(C)C)C1=NC(=NC(=N1)N(CCCC)C1CC(N(C(C1)(C)C)C)(C)C)N(CCCC)C1CC(N(C(C1)(C)C)C)(C)C)C1=NC(=NC(=N1)N(CCCC)C1CC(N(C(C1)(C)C)C)(C)C)N(CCCC)C1CC(N(C(C1)(C)C)C)(C)C N,N',4,7-tetrakis[4,6-bis[N-butyl-N-(1,2,2,6,6-pentamethyl-4-piperidyl)amino]-1,3,5-triazin-2-yl]-4,7-diazadecane-1,10-Diamine